C1(=CC(=CC=C1)COC=1C(=CC2=C(N=C[C@H]3N(C2=O)CC3)C1)OC)COC=1C(=CC3=C(N=C[C@H]2N(C3=O)CC2)C1)OC (10aS,10a'S)-7,7'-((1,3-phenylenebis(methylene))bis(oxy))bis(6-methoxy-1,10a-dihydroazeto[1,2-a]benzo[e][1,4]diazepin-4(2H)-one)